C(C(=C)C)(=O)OCCCCCCCCCCCCCCCCCCCC eicosanyl methacrylate